N-(((2R,4R)-4-hydroxypyrrolidin-2-yl)(phenyl)methyl)-4-(7H-pyrrolo[2,3-d]pyrimidin-4-yl)-3,4-dihydro-2H-1,4-thiazine-6-carboxamide O[C@@H]1C[C@@H](NC1)C(NC(=O)C1=CN(CCS1)C=1C2=C(N=CN1)NC=C2)C2=CC=CC=C2